ethyl 2-{[(1,2,3,5,6,7-hexahydro-s-indacen-4-yl)carbamoyl]amino}-3-(pyridazin-4-yl)propanoate C1CCC2=C(C=3CCCC3C=C12)NC(=O)NC(C(=O)OCC)CC1=CN=NC=C1